N-(5-bromo-2,3-dihydro-1H-inden-4-yl)-2,2-dimethylpropionamide BrC=1C(=C2CCCC2=CC1)NC(C(C)(C)C)=O